bis[4-(vinyloxy) butyl] succinate C(CCC(=O)OCCCCOC=C)(=O)OCCCCOC=C